CC1=CC2=C(C[Se](C2)=O)C=C1 5-methyl-1,3-dihydrobenzo[c]selenophen-2-oxide